4-(5-{[(4-fluorophenyl)methyl]sulfanyl}-4-methyl-1-(1,3-thiazole-4-carbonyl)-1H-pyrazol-3-yl)-3-(trifluoromethyl)azetidin-2-one FC1=CC=C(C=C1)CSC1=C(C(=NN1C(=O)C=1N=CSC1)C1C(C(N1)=O)C(F)(F)F)C